1,3,5-Triazine-1-carboxylic acid N1(CN=CN=C1)C(=O)O